CN1CC(C1)(C)[C@@](C=1C=C(C=NC1)C#C[C@](C)(O)C1=NC=NC(=C1)C)(C1=CC=C(C=C1)C(C)C)O (S)-4-{5-[(R)-(1,3-dimethyl-azetidin-3-yl)-hydroxy-(4-isopropyl-phenyl)-methyl]-pyridin-3-yl}-2-(6-methyl-pyrimidin-4-yl)-but-3-yn-2-ol